CN(C1=C(C=C(C=O)C=C1)C)C 4-(DIMETHYLAMINO)-3-METHYLBENZALDEHYDE